BrC1=CC=C2C(C(N(C2=C1)C(=O)OC(C)(C)C)=O)(C)OC(=O)OC(C)(C)C tert-butyl 6-bromo-3-((tert-butoxycarbonyl)oxy)-3-methyl-2-oxoindoline-1-carboxylate